Aluminum-silicon-zinc-magnesium [Mg].[Zn].[Si].[Al]